[Cl-].[Pr+3].[Cl-].[Cl-] praseodymium chloride